1-hexyl-3-(2-oxopyrrolidin-1-yl)azepan-2-one C(CCCCC)N1C(C(CCCC1)N1C(CCC1)=O)=O